N-(4-chloro-2-(1-phenylvinyl)phenyl)acetamide ClC1=CC(=C(C=C1)NC(C)=O)C(=C)C1=CC=CC=C1